ethyl 6-hydroxy-4-(methoxymethoxy)-2,3-dimethylbenzoate OC1=CC(=C(C(=C1C(=O)OCC)C)C)OCOC